2,5-dichloro-7-(3-((1-(2-methoxypyridin-3-yl)-5-methyl-4-nitro-1H-pyrazol-3-yl)oxy)propyl)-7H-pyrrolo[2,3-d]pyrimidine ClC=1N=CC2=C(N1)N(C=C2Cl)CCCOC2=NN(C(=C2[N+](=O)[O-])C)C=2C(=NC=CC2)OC